COC1=C(C(=O)N(C)C)C=C(C=C1)NC1=NC=C(C(=N1)NC=1C=CC2=C(NC(O2)=O)C1)C 2-methoxy-N,N-dimethyl-5-(5-methyl-4-(2-oxo-2,3-dihydrobenzo[d]oxazol-5-ylamino)pyrimidin-2-ylamino)benzamide